2,2'-([1,1'-biphenyl]-4-ylmethylene)bis(3-hydroxy-5,5-dimethylcyclohex-2-en-1-one) C1(=CC=C(C=C1)C(C=1C(CC(CC1O)(C)C)=O)C=1C(CC(CC1O)(C)C)=O)C1=CC=CC=C1